tert-butyl (2-((methylthio)methyl)pyridin-4-yl)carbamate CSCC1=NC=CC(=C1)NC(OC(C)(C)C)=O